2'-chloro-N-[5-(1,4-dimethyl-1H-pyrazole-3-carbonyl)-4H,5H,6H-pyrrolo[3,4-d][1,3]thiazol-2-yl]-5'-methoxy-6-methyl-[4,4'-bipyridine]-3-carboxamide ClC1=NC=C(C(=C1)C1=C(C=NC(=C1)C)C(=O)NC=1SC2=C(N1)CN(C2)C(=O)C2=NN(C=C2C)C)OC